NC=1SC(=C(N1)C=1C=C(C#N)C=CC1)C=1C=C2C(=NC(=NC2=CC1)C)C 3-[2-amino-5-(2,4-dimethylquinazolin-6-yl)thiazol-4-yl]benzonitrile